5-(imidazo[1,2-a]pyrimidin-6-yl)-N-((1-methylcyclopropyl)methyl)-7H-pyrrolo[2,3-d]pyrimidin-2-amine N=1C=CN2C1N=CC(=C2)C2=CNC=1N=C(N=CC12)NCC1(CC1)C